N1=C(C=CC=C1)C(C)NC(=O)[C@@H]1CN(CC[C@H]1NC(=O)C1=NOC(=C1)C1=C(C=C(C=C1)F)F)CC (3R,4R)-4-{[5-(2,4-difluoro-phenyl)-isoxazole-3-carbonyl]-amino}-1-ethyl-piperidine-3-carboxylic acid (1-pyridin-2-yl-ethyl)-amide